2-cyclopropyl-6-[(3-fluoro-3-methyl-azetidin-1-yl)methyl]-N-[3-[3-[(S)-fluoro-(4-methyl-1,2,4-triazol-3-yl)methyl]oxetan-3-yl]phenyl]-pyrimidine-4-carboxamide C1(CC1)C1=NC(=CC(=N1)C(=O)NC1=CC(=CC=C1)C1(COC1)[C@@H](C1=NN=CN1C)F)CN1CC(C1)(C)F